5-(3-(3-fluorobenzamido)propoxy)-4-methoxy-2-nitrobenzoic acid methyl ester COC(C1=C(C=C(C(=C1)OCCCNC(C1=CC(=CC=C1)F)=O)OC)[N+](=O)[O-])=O